ICC1CC1 (iodomethyl)-cyclopropane